(2R)-2-amino-3-(3-hydroxypropyl-thio)propionic acid N[C@H](C(=O)O)CSCCCO